1,3,4,5-tetrahydropyrido[4,3-b]indol C1NCCC=2NC=3C=CC=CC3C21